C1(CC1)CNC(=O)C1=CC=2N=C(N=C(C2O1)N1CCOCC1)N1N=CC(=C1)C=1C=C(C=CC1)C N-(cyclopropylmethyl)-4-morpholino-2-(4-(m-tolyl)-1H-pyrazol-1-yl)furo[3,2-d]pyrimidine-6-carboxamide